2-hydroxy-isoindolin ON1CC2=CC=CC=C2C1